N1C=NC2=C1C(=CC=C2)C(=O)[O-] 1H-benzo[d]imidazole-7-carboxylate